C(#N)C1=CC(=C(C=C1)NC(C(C)(C)N1N=CC(=C1)C#CC1CN(C1)C=1C=C2C(N(C(C2=CC1)=O)C1C(NC(CC1)=O)=O)=O)=O)C(F)(F)F N-(4-cyano-2-(trifluoromethyl)phenyl)-2-(4-((1-(2-(2,6-dioxopiperidin-3-yl)-1,3-dioxoisoindoline-5-yl)azetidin-3-yl)ethynyl)-1H-pyrazol-1-yl)-2-methylpropionamide